C(CCCCCCC)(=O)[O-].CC[Zn+] 2-Ethyl-Zinc caprylate